BrC=1C=C(C=C2C(N(C(=NC12)[C@@H]1N(C[C@@H](C1)C(F)(F)F)C(=O)OC(C)(C)C)C1=CC(=C(C=C1)OC)F)=O)C#N |r| tert-butyl cis-(±)-2-(8-bromo-6-cyano-3-(3-fluoro-4-methoxyphenyl)-4-oxo-3,4-dihydroquinazolin-2-yl)-4-(trifluoromethyl)pyrrolidine-1-carboxylate